Cl.ClC1=C(C=C(C=C1)C12CNCC2C1)C(F)(F)F 1-(4-chloro-3-(trifluoromethyl)phenyl)-3-azabicyclo[3.1.0]hexane hydrochloride